methyl-(1S,4R)-2-(2-hydroxyethyl)-2-azabicyclo[2.2.1]hept-5-en-3-one C[C@@]12N(C([C@@H](C=C1)C2)=O)CCO